Cl.N1CCC(CC1)[C@@H](CO)O (S)-1-(piperidin-4-yl)ethane-1,2-diol HCl salt